palladium (II) bis(tricyclohexylphosphine) diacetate C(C)(=O)[O-].C(C)(=O)[O-].C1(CCCCC1)P(C1CCCCC1)C1CCCCC1.C1(CCCCC1)P(C1CCCCC1)C1CCCCC1.[Pd+2]